ClC1=NC=C(C(=N1)OCC1=CC=C(C=C1)C=1N(C=C(N1)C(F)(F)F)C)C#C 2-Chloro-5-ethynyl-4-((4-(1-methyl-4-(trifluoromethyl)-1H-imidazol-2-yl)benzyl)oxy)pyrimidine